C(C)(C)(C)C1=CC=C(C=C1)CN1C(CCC1=O)CC(=O)NC(C)CCC(C)C 2-[1-[(4-tert-butylphenyl)methyl]-5-oxopyrrolidin-2-yl]-N-(5-methylhexan-2-yl)acetamid